tert-butyl 7-[5-(trifluoromethyl)pyrazin-2-yl]oxy-2-azaspiro[3.5]nonane-2-carboxylate FC(C=1N=CC(=NC1)OC1CCC2(CN(C2)C(=O)OC(C)(C)C)CC1)(F)F